(6-amino-5-(5-((((5-fluoro-2,3-dihydrobenzofuran-4-yl)methyl)amino)amino)-[1,2,4]triazolo[4,3-c]pyrimidin-8-yl)pyridin-2-yl)methanol NC1=C(C=CC(=N1)CO)C=1C=2N(C(=NC1)NNCC1=C(C=CC3=C1CCO3)F)C=NN2